N-((1R)-3-Cyano-3-azabicyclo[3.2.0]heptan-1-yl)-5-(4-(4-fluorophenoxy)pyridin-3-yl)-1H-pyrazol-3-carboxamid C(#N)N1C[C@]2(CCC2C1)NC(=O)C1=NNC(=C1)C=1C=NC=CC1OC1=CC=C(C=C1)F